(4-(1-(5-chloro-7-fluoro-1H-indol-3-yl)-1-(4-(trifluoromethoxy)phenyl)pentane-2-yl)-2-fluorobenzamido)propionic acid ClC=1C=C2C(=CNC2=C(C1)F)C(C(CCC)C1=CC(=C(C(=O)NC(C(=O)O)C)C=C1)F)C1=CC=C(C=C1)OC(F)(F)F